4-(1-methyl-4-hydroxymethyl-1H-pyrazole-yl)-N-((3S,4S)-(3,4-difluorophenyl)piperidin-3-yl)-2-fluorobenzamide CN1N=C(C(=C1)CO)C1=CC(=C(C(=O)N[C@@H]2CN(CCC2)C2=CC(=C(C=C2)F)F)C=C1)F